BrC=1C=C(C(=O)O)C=C(C1F)F 3-bromo-4,5-difluoro-benzoic acid